NC1CCCC2=CC=CC=C12 1-Aminotetralin